C1(CC1)C=1N=CN2C1CCC1=CC(=C(C=C21)C(=O)NC2=NC(=CC=C2)C2=NN=CN2C(C)C)F 3-cyclopropyl-7-fluoro-N-(6-(4-isopropyl-4H-1,2,4-triazol-3-yl)pyridin-2-yl)-4,5-dihydroimidazo[1,5-a]quinoline-8-carboxamide